BrC=1C(=CC=2C(=NSC2Cl)C1F)Cl 6-bromo-3,5-dichloro-7-fluorobenzo[c]isothiazole